OP(O)OP(O)O.C(CCCCCCC)C(O)(C(CO)(CO)CO)CCCCCCCC dioctylpentaerythritol diphosphite